5-fluorohexanoate FC(CCCC(=O)[O-])C